COC(CC1=CC=C(C=C1)I)=O (4-iodophenyl)acetic acid methyl ester